C(C)(C)(C)C1=CC(=NO1)NC(=O)NC1=CC=C(C=C1)C=1N=NN(C1)C1=CC=C(C=C1)O 1-(5-tert-butyl-isoxazol-3-yl)-3-(4-(1-(4-hydroxyphenyl)-1H-1,2,3-triazol-4-yl)phenyl)urea